FC(F)(F)[Si](C)(C)C (trifluoro-methyl)trimethylsilane